C(C)C1=C(N(/C(/S1)=N/C(=O)C1=CNC2=NC=CC=C21)CC2=CC=CC=C2)C(=O)OC(C)C2=C(C=CC(=C2)C)C 1-(2,5-dimethylphenyl)ethanol (Z)-ethyl-2-((1H-pyrrolo[2,3-b]pyridine-3-carbonyl)imino)-3-benzyl-2,3-dihydrothiazole-4-carboxylate